CC(C)[C@@H](C(=O)O)NC(=O)[C@H](CNC(=O)/C=C/C(=O)N)N The molecule is a member of the family of dapdiamides consisting of alanylvaline in which one of the methyl hydrogens of alanine is replaced by a fumaramoyl group. It is a dapdiamide, an enamide, a primary carboxamide and a secondary carboxamide. It is a tautomer of a dapdiamide A zwitterion.